CC(C)NC(=O)N1CC(=O)N(C1=O)C2=CC(=CC(=C2)Cl)Cl The molecule is an imidazolidine-2,4-dione in which the nitrogen at position 1 is substituted by an N-(isopropyl)carboxamide group while that at position 3 is substituted by a 3,5-dichlorophenyl group. A contact fungicide, it blocks the growth of the fungal mycelium and inhibits the germination of fungal spores. It is used on fruit and vegetable crops affected by various fungal diseases. It is also used as a nematicide. It has a role as a nematicide and an antifungal agrochemical. It is an imidazolidine-2,4-dione, a member of ureas, a member of benzenes, an imidazole fungicide and a dichlorophenyl dicarboximide fungicide.